N(=[N+]=[N-])CCOCCOCCOCCOCCOCCNC(CC[C@H](NC(CCCCCCCCCCCCCCCCC(=O)O)=O)C(=O)O)=O (S)-1-azido-22-carboxy-19,24-dioxo-3,6,9,12,15-pentaoxa-18,23-diazahentetracontan-41-oic acid